FCOC1=CC=C(OC2=CC=C(C=N2)S(=O)(=O)N2[C@H]([C@@H]3CC[C@H](C2)N3C(=O)OCCOC)C(NO)=O)C=C1 2-methoxyethyl (1S,2R,5R)-3-((6-(4-(fluoromethoxy)phenoxy)pyridin-3-yl)sulfonyl)-2-(hydroxycarbamoyl)-3,8-diazabicyclo[3.2.1]octane-8-carboxylate